2-(6-{5-chloro-2-[(Oxacyclohex-4-yl)amino]pyrimidin-4-yl}-1-oxo-2,3-dihydro-1H-isoindol-2-yl)N-[(1S)-1-(2-fluoro-3-methylphenyl)-2-hydroxyethyl]acetamide ClC=1C(=NC(=NC1)NC1CCOCC1)C1=CC=C2CN(C(C2=C1)=O)CC(=O)N[C@H](CO)C1=C(C(=CC=C1)C)F